ICCCCCOC=1C=CC=2N(C1)C(N(N2)C2C(NC(CC2)=O)=O)=O 3-(6-(5-iodopentyloxy)-3-oxo-[1,2,4]triazolo[4,3-a]pyridin-2(3H)-yl)piperidine-2,6-dione